Bis(Diphenylphosphinomethyl)Dopamine C1(=CC=CC=C1)P(C1=CC=CC=C1)CN(CCC1=CC(O)=C(O)C=C1)CP(C1=CC=CC=C1)C1=CC=CC=C1